2-Bromo-1-(7-(2,3-dichloro-6-methoxyphenyl)imidazo[1,2-a]pyridin-2-yl)ethan-1-one BrCC(=O)C=1N=C2N(C=CC(=C2)C2=C(C(=CC=C2OC)Cl)Cl)C1